Cl.N1=C(C)C(O)=C(CN)C(CO)=C1 Pyridoxamin-HCl